Iso-dodecane CCCCCCCCCC(C)C